3',4'-diamino-6-(difluoromethoxy)-[1,1'-biphenyl] NC=1C=C(C=CC1N)C1=CC=CC=C1OC(F)F